2-benzoyl-phenylacetic acid C(C1=CC=CC=C1)(=O)C1=C(C=CC=C1)CC(=O)O